C(C)C1=NNC2=CC=C(C=C12)C1=CN=C2N1N=C(C=C2)N2CCN(CC2)C(C)=O 1-(4-(3-(3-ethyl-1H-indazol-5-yl)imidazo[1,2-b]pyridazin-6-yl)piperazin-1-yl)ethan-1-one